2-({4-[(methylsulfonyl)methyl]phenyl}amino)-4-[(1-oxo-1,2,3,4-tetrahydroisoquinolin-5-yl)amino]pyrimidine-5-carboxamide CS(=O)(=O)CC1=CC=C(C=C1)NC1=NC=C(C(=N1)NC1=C2CCNC(C2=CC=C1)=O)C(=O)N